BrCC(CBr)CBr 2-bromomethyl-1,3-dibromopropane